ICCCCCC=CCCCCCCI 1,13-diiodo-6-tridecene